1,2-dihydro-1-hydroxy-2-oxo-4-pyridinecarboxylic acid ON1C(C=C(C=C1)C(=O)O)=O